8-(trans-4-aminocyclohexyloxy)-7-(1,1-dioxo-1,2-thiazolidin-2-yl)-5,5-dimethyl-6H-benzo[H]quinazolin-4-amine N[C@@H]1CC[C@H](CC1)OC=1C=CC2=C(CC(C=3C(=NC=NC23)N)(C)C)C1N1S(CCC1)(=O)=O